N-[5-ethylsulfonyl-6-[3-methyl-6-(trifluoromethyl)imidazo[4,5-c]pyridin-2-yl]-3-pyridinyl]-N-methyl-3-methylsulfonyl-propionamide C(C)S(=O)(=O)C=1C=C(C=NC1C1=NC2=C(C=NC(=C2)C(F)(F)F)N1C)N(C(CCS(=O)(=O)C)=O)C